tert-butyl N-ethyl-N-[2-[5-[2-[4-(trifluoromethyl)anilino]-3-pyridyl]-1,3,4-oxadiazol-2-yl]ethyl]carbamate C(C)N(C(OC(C)(C)C)=O)CCC=1OC(=NN1)C=1C(=NC=CC1)NC1=CC=C(C=C1)C(F)(F)F